4-(4-Azidobenzoyloxymethyl)Vinyl-Benzene N(=[N+]=[N-])C1=CC=C(C(=O)OCC=CC2=CC=CC=C2)C=C1